2'-(4,5-Dimethyl-1H-imidazol-2-yl)-N-(1-phenylethyl)-3,4'-bipyridin-5-amine trifluoroacetate salt FC(C(=O)O)(F)F.CC=1N=C(NC1C)C1=NC=CC(=C1)C=1C=NC=C(C1)NC(C)C1=CC=CC=C1